N-(3,3-difluorocyclobutyl)-4,5,6,7-tetrahydro-2-benzothiophen-5-amine hydrochloride Cl.FC1(CC(C1)NC1CC=2C(=CSC2)CC1)F